N-(2-chloro-3-amino-5-cyano-phenyl)oxamic acid ClC1=C(C=C(C=C1N)C#N)NC(C(=O)O)=O